C(C)N1C(=NN(C1=O)C=1C=C2C(=CN(C(C2=CC1F)=O)[C@H]1[C@@H](CCC1)C)C(C)C)CO |o1:20,21| 6-(4-Ethyl-3-(hydroxymethyl)-5-oxo-4,5-dihydro-1H-1,2,4-triazol-1-yl)-7-fluoro-4-isopropyl-2-((1R*,2R*)-2-methylcyclopentyl)isochinolin-1(2H)-on